methyl (1s,2'S,4R)-4-[(3-chlorophenyl)methyl]-2'-{(2R)-3-[(4-methoxyphenyl)methoxy]-2-methylpropyl}-2',3'-dihydrospiro[cyclohexane-1,1'-indene]-4-carboxylate ClC=1C=C(C=CC1)CC1(CCC2([C@H](CC3=CC=CC=C23)C[C@H](COCC2=CC=C(C=C2)OC)C)CC1)C(=O)OC